2-chloro-6-(4-isopropyl-1,4-diazepan-1-yl)aniline ClC1=C(N)C(=CC=C1)N1CCN(CCC1)C(C)C